C(=O)(CCCCCCCCC)OC(C)COC(C)COC(=O)CCCCCCCCC dipropylene glycol dicaprate